6-HYDROXY-4-AZAINDOLE-3-CARBALDEHYDE OC1=CN=C2C(=CNC2=C1)C=O